(5S,7S)-7-fluoro-2-(1-fluoro-1-methyl-ethyl)sulfonyl-5-phenyl-6,7-dihydro-5H-pyrrolo[1,2-b][1,2,4]triazole F[C@H]1C[C@H](N2N=C(N=C21)S(=O)(=O)C(C)(C)F)C2=CC=CC=C2